N-(2-chloro-4-(trifluoromethyl)phenyl)-2-(5-ethyl-2-(2-morpholinobenzo[d]thiazol-6-yl)-7-oxo-6-(piperazin-1-yl)-[1,2,4]triazolo[1,5-a]pyrimidin-4(7H)-yl)acetamide ClC1=C(C=CC(=C1)C(F)(F)F)NC(CN1C=2N(C(C(=C1CC)N1CCNCC1)=O)N=C(N2)C2=CC1=C(N=C(S1)N1CCOCC1)C=C2)=O